N1(CCC1)CCN1C(=NC2=C1C=CC=C2)C2CCN(CC2)C(=O)C2=CC=C1C(=NN(C1=C2)C)C2=CC(=CC=C2)F (4-(1-(2-(azetidin-1-yl)ethyl)-1H-benzo[d]imidazol-2-yl)piperidin-1-yl)(3-(3-fluorophenyl)-1-methyl-1H-indazol-6-yl)methanone